(2R,3R)-5,7-bis(benzyloxy)-2-(3,4,5-tris(benzyloxy)phenyl)chroman-3-yl 2,3,4-tris(benzyloxy)benzoate C(C1=CC=CC=C1)OC1=C(C(=O)O[C@H]2[C@H](OC3=CC(=CC(=C3C2)OCC2=CC=CC=C2)OCC2=CC=CC=C2)C2=CC(=C(C(=C2)OCC2=CC=CC=C2)OCC2=CC=CC=C2)OCC2=CC=CC=C2)C=CC(=C1OCC1=CC=CC=C1)OCC1=CC=CC=C1